bis(4-(2-pyridyl)-(5-1H-1,2,4-triazolyl))methane N1=C(C=CC=C1)N1C=NNC1CC1N(C=NN1)C1=NC=CC=C1